pentaerythritol tetra(methylene-3-(3,5-di-tert-butyl-4-hydroxyphenyl) propionate) C=C(C(=O)OCC(COC(C(CC1=CC(=C(C(=C1)C(C)(C)C)O)C(C)(C)C)=C)=O)(COC(C(CC1=CC(=C(C(=C1)C(C)(C)C)O)C(C)(C)C)=C)=O)COC(C(CC1=CC(=C(C(=C1)C(C)(C)C)O)C(C)(C)C)=C)=O)CC1=CC(=C(C(=C1)C(C)(C)C)O)C(C)(C)C